CN1C(C(=NC2=CC=CC=C12)C1=CC=C(C=C1)C)=O 1-methyl-3-(p-tolyl)quinoxalin-2(1H)-one